(+-)-trans-N-[8-amino-6-(2-oxo-1,3-benzoxazol-3-yl)-3-isoquinolinyl]-2-cyano-cyclopropanecarboxamide NC=1C=C(C=C2C=C(N=CC12)NC(=O)[C@H]1[C@@H](C1)C#N)N1C(OC2=C1C=CC=C2)=O |r|